Lithium-Titanium-Oxide [O-2].[Ti+4].[Li+]